4-[(3,5-dichloro-2-pyridyl)oxy]-N-methylsulfonyl-2'-oxo-spiro[cyclohexane-1,3'-indoline]-5'-carboxamide ClC=1C(=NC=C(C1)Cl)OC1CCC2(C(NC3=CC=C(C=C23)C(=O)NS(=O)(=O)C)=O)CC1